ClC1=NC(=C2N=C(N(C2=N1)/N=C/C1=CC(=CC=C1)C)C)NC1=CC=C(C=C1)OC (E)-2-chloro-N-(4-methoxyphenyl)-8-methyl-9-((3-methylbenzylidene)amino)-9H-purin-6-amine